(S)-N-(2-chloro-4-fluoro-3-((5-fluoro-3-methyl-4-oxo-3,4-dihydroquinazolin-6-yl)amino)phenyl)-3-fluoropyrrolidine-1-sulfonamide trifluoroacetate FC(C(=O)O)(F)F.ClC1=C(C=CC(=C1NC=1C(=C2C(N(C=NC2=CC1)C)=O)F)F)NS(=O)(=O)N1C[C@H](CC1)F